(S)-1-(3-fluoropyridin-2-yl)propan-1-amine FC=1C(=NC=CC1)[C@H](CC)N